CN(C1CCC2(CCN(CC2)C(COC=2C=C(C#N)C=CC2)=O)CC1)C=1C2=C(N=CN1)NC=C2 3-(2-(9-(methyl-(7H-pyrrolo[2,3-d]pyrimidin-4-yl)amino)-3-azaspiro[5.5]undec-3-yl)-2-oxoethoxy)benzonitrile